N7-(4,6-difluoroindan-2-yl)-2-(methoxymethyl)pyrazolo[1,5-a]pyrimidine-3,7-dicarboxamide FC1=C2CC(CC2=CC(=C1)F)NC(=O)C1=CC=NC=2N1N=C(C2C(=O)N)COC